COC(=O)NC1=CC=C(C=C1)C1=CN=C2N1C=C(C=C2)C(=O)N(C2=CC=C(C(=O)OC)C=C2)C methyl 4-[[3-[4-(methoxycarbonylamino) phenyl]imidazo[1,2-a]pyridine-6-carbonyl]-methyl-amino]benzoate